perylene-3,4,9,10-tetracarboxylic acid imide C1=CC(=C2C(=CC=C3C4=CC=C(C=5C(=CC=C(C1=C23)C45)C(=O)O)C(=O)O)C(=O)O)C(O)=N